ClC1=C(C=C2C(=C(N(C2=C1F)C)C1=NNC(=N1)C(C)NCCOC)N1C=NC=C1)OC 1-(3-(6-chloro-7-fluoro-3-(1H-imidazol-1-yl)-5-methoxy-1-methyl-1H-indol-2-yl)-1H-1,2,4-triazol-5-yl)-N-(2-methoxyethyl)ethan-1-amine